CN(CCN(CCN(CCN(C)C)C)C)C N,N,N',N'',N''',N'''-hexamethyltriethylenetetramine